3-Isopropyl-2-methyl-7-(1-(5-methylpyridin-2-yl)-1H-pyrazol-4-yl)imidazo[2,1-f][1,2,4]triazin-4(3H)-one C(C)(C)N1C(=NN2C(C1=O)=NC=C2C=2C=NN(C2)C2=NC=C(C=C2)C)C